Tert-butyl N-[1-[3-(2,6-dibenzyloxy-3-pyridyl)-1-methyl-indazol-6-yl]-4-piperidyl]-N-methyl-carbamate C(C1=CC=CC=C1)OC1=NC(=CC=C1C1=NN(C2=CC(=CC=C12)N1CCC(CC1)N(C(OC(C)(C)C)=O)C)C)OCC1=CC=CC=C1